TOSYL-(3-IODOMETHYLBENZYL)ISOCYANIDE S(=O)(=O)(C1=CC=C(C)C=C1)C(C1=CC(=CC=C1)CI)[N+]#[C-]